ClC1=CC(=C(OCC2=CC=CC(=N2)OC2CCN(CC2)CC2=NC3=C(N2C[C@H]2OCC2)C=C(C=C3)C(=O)OC)C=C1)F methyl (S)-2-((4-((6-((4-chloro-2-fluorophenoxy)methyl)pyridin-2-yl)oxy)piperidin-1-yl)methyl)-1-(oxetan-2-ylmethyl)-1H-benzo[d]imidazole-6-carboxylate